BrC=1C2=C(C=NC1)C(CC2)=O 4-bromo-5,6-dihydro-7H-cyclopenta[c]pyridin-7-one